di-allyl-tetrahydrocurcumin C(C=C)C(OC1CC(CC=C1O)\C=C\C(=O)CC(=O)\C=C\C1=CC=C(O)C(OC)=C1)CC=C